methyl (2S,4R)-4-(methylsulfonyl)pyrrolidine-2-carboxylate CS(=O)(=O)[C@@H]1C[C@H](NC1)C(=O)OC